COC1=CC(=NN1C)N 5-methoxy-1-methyl-1H-pyrazol-3-amine